potassium Pentylxanthate C(CCCC)OC(=S)[S-].[K+]